2-methyl-1,2-propanediamine CC(CN)(C)N